CSC(=C1C(CC(CC1=O)C1=CC=C(C=C1)C(F)(F)F)=O)SC 2-(bis(methylthio)methylene)-5-(4-(trifluoromethyl)phenyl)cyclohexane-1,3-dione